FC(C=1N=C2N(C=CC=C2)C1C(=O)O)(F)F 2-(trifluoromethyl)-imidazo[1,2-a]pyridine-3-carboxylic acid